ClC=1C2=C(N=CN1)SC=C2I 4-chloro-5-iodo-thieno[2,3-d]pyrimidine